FCC1(CC1)N1C(C(N(C=C1)CC=1N=NC(=CC1)C1=CN=CS1)=O)=O 1-(1-(fluoromethyl)cyclopropyl)-4-((6-(thiazol-5-yl)pyridazin-3-yl)methyl)-1,4-dihydropyrazine-2,3-dione